(4-hydroxybutyl)-2-(2H-pyrazol-3-yl)-1-naphthacenecarbonitrile OCCCCC=1C(=C(C2=CC3=CC4=CC=CC=C4C=C3C=C2C1)C#N)C=1NN=CC1